(3-cyclopropyl-1-(6-(1,1-difluoroethyl)pyridin-2-yl)-1H-pyrazolo[4,3-c]pyridin-6-yl)acetamide C1(CC1)C1=NN(C2=C1C=NC(=C2)CC(=O)N)C2=NC(=CC=C2)C(C)(F)F